tert-butyl ((6-chloro-1-oxo-2,3-dihydro-1H-pyrrolo[3,4-c]pyridin-4-yl)methyl)(methyl)carbamate ClC1=CC2=C(C(=N1)CN(C(OC(C)(C)C)=O)C)CNC2=O